1-{2-[(1H-indol-6-yl)amino]quinolin-7-yl}ethan-1-one N1C=CC2=CC=C(C=C12)NC1=NC2=CC(=CC=C2C=C1)C(C)=O